C(C1=CC=CC=C1)N(CC1=CC=CC=C1)CC1=C(C(=O)N(C[C@@H]([C@H]([C@@H]([C@@H](CO)O)O)O)O)C)C=CC=N1 ((dibenzylamino)methyl)-N-methyl-N-((2S,3R,4R,5R)-2,3,4,5,6-pentahydroxyhexyl)nicotinamide